N-((4-(5-(1,1-difluoroethyl)-1,2,4-oxadiazol-3-yl)bicyclo[2.2.2]octan-1-yl)methyl)-4,4-difluoro-N-(3-fluorophenyl)cyclohexane-1-carboxamide FC(C)(F)C1=NC(=NO1)C12CCC(CC1)(CC2)CN(C(=O)C2CCC(CC2)(F)F)C2=CC(=CC=C2)F